FC1(C[C@@H](N(C1)[C@H]1COCC1)C(=O)NC=1C=CC=C2C(=CNC12)C1=NC(=NC=C1C)NC=1C(=NN(C1)C)OC)F (R)-4,4-difluoro-N-(3-(2-((3-methoxy-1-meth-yl-1H-pyrazol-4-yl)amino)-5-methylpyrimidin-4-yl)-1H-indol-7-yl)-1-((R)-tetrahydrofuran-3-yl)pyrrolidine-2-carboxamide